4-(6-(5-((tert-butyl 2,4-difluorophenyl)sulfonamido)-6-methoxypyridin-3-yl)quinazolin-4-yl)piperidine-1-carboxylate C(C)(C)(C)C=1C(=C(C=CC1F)S(=O)(=O)NC=1C=C(C=NC1OC)C=1C=C2C(=NC=NC2=CC1)C1CCN(CC1)C(=O)[O-])F